C(#N)C1=NC=CC(=C1OC)C1CN(C1)C(=O)OC(C)(C)C tert-butyl 3-(2-cyano-3-methoxypyridin-4-yl)azetidine-1-carboxylate